(R)-3-(7-cyano-3-(4-phenoxyphenyl)-1H-pyrazolo[4,3-c]pyridin-1-yl)piperidine-1-carboxylic acid tert-butyl ester C(C)(C)(C)OC(=O)N1C[C@@H](CCC1)N1N=C(C=2C=NC=C(C21)C#N)C2=CC=C(C=C2)OC2=CC=CC=C2